BrC=1C=C(C=CC1)C=1NC(SC1)=N/N=C/C=1N=C(C=2N(C3=CC=CC=C3C2C1)CC1=CC=C(C=C1)F)C1=C(C=CC=C1)Cl 4-(3-bromophenyl)-2-(((E)-(1-(2-chlorophenyl)-9-(4-fluorobenzyl)-β-carbolin-3-yl)methylene)hydrazono)-2,3-dihydrothiazole